C(C)OC(\C=C\N(C)C)=O (E)-3-(dimethylamino)prop-2-enoic acid ethyl ester